S1C(=CC=C1CN(CC[C@@H](C(=O)O)N)CC1=C(C=CC=C1)OCC1=CC(=CC=C1)C)C=1SC=CC1 (S)-4-(([2,2'-bithiophen]-5-ylmethyl)(2-((3-methylbenzyl)oxy)benzyl)amino)-2-aminobutanoic acid